CC1(N(C(=C(C(C1C(=O)OCCS)=O)I)CI)CC)C1=CC(=C(C=C1)Cl)Cl beta-mercaptoethanol methyl-2-(3,4-dichlorophenyl)-1-ethyl-5-iodo-6-(iodomethyl)-4-oxo-pyridine-3-carboxylate